FC1=C(CN2C(N(C(C3=C2SC(=C3CN(C)C)C3=CC=C(C=C3)[N+](=O)[O-])=O)C3=NC=C(C=C3)OC(F)F)=O)C(=CC=C1)F 1-(2,6-difluorobenzyl)-3-(5-(difluoromethoxy)pyridin-2-yl)-5-((dimethylamino)methyl)-6-(4-nitrophenyl)thieno[2,3-d]pyrimidine-2,4(1H,3H)-dione